C[Si](N([Si](C)(C)C)CC[Si](OCC)(OCC)C)(C)C N,N-bis-(trimethylsilyl)aminoethyl-methyl-diethoxysilane